benzophenanthrene-5-boronic acid-d11 2,4,6-tri-t-butylphenylcarbamate C(C)(C)(C)C1=C(C(=CC(=C1)C(C)(C)C)C(C)(C)C)NC(O)=O.C1(=C2C3=C(C(=C(C(=C3C3=C(C2=C(C(=C1[2H])[2H])[2H])C(=C(C(=C3[2H])[2H])[2H])B(O)O)[2H])[2H])[2H])[2H])[2H]